methyl eicosanoate (methyl arachidate) CC(C(=O)O)CCCCCCCCCCCCCCCCCC.C(CCCCCCCCCCCCCCCCCCC)(=O)OC